C1(CC1)COC=1SC(=C2C1CC([C@H]2O)(F)F)S(=O)(=O)C (4S)-1-(cyclopropylmethoxy)-5,5-difluoro-3-methanesulfonyl-4H,5H,6H-cyclopenta[c]thiophen-4-ol